COC=1C(=NC=CN1)C(=O)NN methoxypyrazine-2-carbohydrazide